OC=1C=C(C=CC1)/C=C/C(=O)C1=CC=C(OCC(=O)N(C)C)C=C1 2-[4-[(E)-3-(3-Hydroxyphenyl)prop-2-enoyl]phenoxy]-N,N-dimethylacetamide